FC(C1=CC=C(C=C1)C1=NN(C2=NC=CC=C21)C2CN(C2)C(C#C)=O)(F)F 1-(3-(3-(4-(trifluoromethyl)phenyl)-1H-pyrazolo[3,4-b]pyridin-1-yl)azetidin-1-yl)prop-2-yn-1-one